C1(CC1)CNC1=C(C=C(C=C1)S(=O)(=O)C(C)C)C=1C2=C(C(N(C1)C)=O)NC=C2 4-{2-[(cyclopropylmethyl)amino]-5-(propan-2-ylsulfonyl)phenyl}-6-methyl-1,6-dihydro-7H-pyrrolo[2,3-c]pyridin-7-one